[Si](OF)(OF)(OF)OC trifluoro methyl silicate